NC1=C(C=NN1C=1C=NC(=CC1C)OC1=C(C=CC=C1F)F)C(=O)C1=CC=2C(=CC=C3CCCN(C23)CC2COC2)N1 (5-amino-1-{6-[(2,6-difluorophenyl)oxy]-4-methylpyridin-3-yl}pyrazol-4-yl)[1-(oxetan-3-ylmethyl)-2,3,4,7-tetrahydro-1H-pyrrolo[2,3-H]quinolin-8-yl]methanone